2-(((1r,4r)-4-((2-(1H-imidazol-1-yl)-5-methyl-6-oxo-5,6-dihydropyrido[3,2-d]pyrimidin-8-yl)amino)cyclohexyl)oxy)-N,N-dimethylacetamide N1(C=NC=C1)C=1N=CC2=C(N1)C(=CC(N2C)=O)NC2CCC(CC2)OCC(=O)N(C)C